COC(=O)C1CC(N(CC1)CC1=C(C(=CC=C1)Cl)F)C 1-(3-chloro-2-fluorobenzyl)-2-methylpiperidine-4-carboxylic acid methyl ester